7-(1,1-Difluoroethyl)-2-(4'-fluoro-2'-(4-methyl-4H-1,2,4-triazol-3-yl)-[1,1'-biphenyl]-3-yl)benzo[d]oxazole-5-carbaldehyde FC(C)(F)C1=CC(=CC=2N=C(OC21)C=2C=C(C=CC2)C2=C(C=C(C=C2)F)C2=NN=CN2C)C=O